3-(5-bromo-3-(3-((tert-butyldimethylsilyl)oxy)-2-fluoropropoxy)-4-nitro-1H-pyrazol-1-yl)-2-meth-oxypyridine BrC1=C(C(=NN1C=1C(=NC=CC1)OC)OCC(CO[Si](C)(C)C(C)(C)C)F)[N+](=O)[O-]